P(OC1=CC=CC=C1)(ON1CCCC1)OCC phenyl (pyrrolidin-1-yl) ethyl phosphite